6-bromo-N-{3,6-difluoro-5-[(1E)-3-methoxyprop-1-en-1-yl]pyridin-2-yl}-1H-indole-3-sulfonamide BrC1=CC=C2C(=CNC2=C1)S(=O)(=O)NC1=NC(=C(C=C1F)\C=C\COC)F